C(C)OC(COC1=NC=CC=C1OC1=C(C=C(C(=C1)N1C(N(C(=CC1=O)C(F)(F)F)C)=O)F)Cl)=O ethyl[3-(2-chloro-4-fluoro-5-(3-methyl-2,6-dioxo-4-trifluoromethyl-3,6-dihydro-2H-pyrimidin-1-yl)phenoxy)pyridin-2-yloxy]acetate